NC1=NC(N(C=C1)[C@@H]1O[C@@]([C@H]([C@@H]1C#C[Si](C)(C)C)O)(CO)CCl)=O 4-amino-1-[(2R,3S,4S,5R)-5-(chloromethyl)-4-hydroxy-5-(hydroxymethyl)-3-[2-(trimethylsilyl)ethynyl]oxolan-2-yl]pyrimidin-2-one